C(CCC)(=O)OCOC=1C=CC=C2NC=C(CCN(C)C)C12 4-n-butanoyloxymethyloxy-N,N-dimethyltryptamine